(tert-butoxycarbonyl)(7-(3-((2,2-difluoro-3-(4-fluorophenyl)-3-oxopropyl)carbamoyl)-2-fluoro-4-methylphenyl)-[1,2,4]triazolo[1,5-a]pyridin-2-yl)carbamic acid tert-butyl ester C(C)(C)(C)OC(N(C1=NN2C(C=C(C=C2)C2=C(C(=C(C=C2)C)C(NCC(C(=O)C2=CC=C(C=C2)F)(F)F)=O)F)=N1)C(=O)OC(C)(C)C)=O